2-methoxyiminoacetic acid methyl ester COC(C=NOC)=O